(S)-2,2-dimethyl-1,3-dioxolan-4-carbaldehyde CC1(OC[C@H](O1)C=O)C